N-[1-(3-methyl-2-nitro-imidazol-4-yl)ethyl]-7-morpholino-5-[4-[[5-(trifluoromethyl)pyrimidin-2-yl]amino]cyclohexoxy]-1,6-naphthyridine-3-sulfonamide CN1C(=NC=C1C(C)NS(=O)(=O)C=1C=NC2=CC(=NC(=C2C1)OC1CCC(CC1)NC1=NC=C(C=N1)C(F)(F)F)N1CCOCC1)[N+](=O)[O-]